F[C@@H]1[C@@H](C1)C(=O)NC1=NN2C(C=C(C=C2)C=2C(=C3C(=NC2)NC=C3)SC)=C1 (1S,2S)-2-fluoro-N-(5-(4-(methylthio)-1H-pyrrolo[2,3-b]pyridin-5-yl)pyrazolo[1,5-a]pyridin-2-yl)cyclopropane-1-carboxamide